2,2-bis(tri-fluoromethyl)-1,3-dioxolan-4-one FC(C1(OCC(O1)=O)C(F)(F)F)(F)F